COC1=C(C=CC(=C1)/C=C/C(=O)OC2[C@@H](CC(C[C@H]2O)(C(=O)[O-])O)O)O The molecule is the conjugate base of 4-O-feruloyl-D-quinic acid; major species at pH 7.3. It derives from a (-)-quinate. It is a conjugate base of a 4-O-feruloyl-D-quinic acid.